C(C)(C)(C)OC(=O)NC1C(CN(CC1)C=1C2=C(N=CN1)C(=CS2)SC)C N-(tert-butoxycarbonyl)-3-methyl-1-(7-methylthiothieno[3,2-d]pyrimidin-4-yl)-4-piperidinylamine